NCC(C)C=1C=CC=C2C(=CC=NC12)C(=O)NC 8-(1-Aminoprop-2-yl)-N-methylquinoline-4-carboxamide